N-[1-{5-[3-(cyclopropylmethoxy)phenyl]thiophen-2-yl}ethyl]-6,7-dimethoxy-2-methylquinazolin-4-amine C1(CC1)COC=1C=C(C=CC1)C1=CC=C(S1)C(C)NC1=NC(=NC2=CC(=C(C=C12)OC)OC)C